C(CO[C@@H]1[C@@H]([C@H]([C@H]([C@H](O1)CO)O[C@@H]2[C@@H]([C@H]([C@@H]([C@H](O2)CO)O[C@H]3[C@@H]([C@H]([C@@H]([C@H](O3)CO)O)O)O)O)O)O)O)N The molecule is an alpha-D-glucoside that is the 2-aminoethyl glycoside of a trisaccharide consisting of beta-D-glucosyl, alpha-D-glucosyl and alpha-D-galactosyl residues linked sequentially (1->4). It is a trisaccharide derivative and an alpha-D-galactoside.